tert-butyl N-[(1S)-1-[[4-[3-(4-azidobutoxymethyl)-5-methyl-1-(2-trimethylsilylethoxymethyl)pyrazol-4-yl]phenyl]carbamoyl]-2,2-dicyclopropyl-ethyl]carbamate N(=[N+]=[N-])CCCCOCC1=NN(C(=C1C1=CC=C(C=C1)NC(=O)[C@H](C(C1CC1)C1CC1)NC(OC(C)(C)C)=O)C)COCC[Si](C)(C)C